CC1=CC=CC(=N1)C1=NC=CC(=N1)NC1=NC(=NC=C1)NC1=CC=C(C=C1)N1CC(CCC1)C(=O)O 1-[4-[[4-[[2-(6-methyl-2-pyridyl)pyrimidin-4-yl]amino]pyrimidin-2-yl]amino]phenyl]piperidine-3-carboxylic acid